3-amino-4-(2',3',4',5'-tetrahydro-[1,1'-biphenyl]-4-yl)-1H-indazole-1-carboxylic acid tert-butyl ester C(C)(C)(C)OC(=O)N1N=C(C2=C(C=CC=C12)C1=CC=C(C=C1)C=1CCCCC1)N